[Cu].[Dy] dysprosium-copper